2,2-bis[4-(2,3-epoxypropoxy)-phenyl]-propane C(C1CO1)OC1=CC=C(C=C1)C(C)(C)C1=CC=C(C=C1)OCC1CO1